Tert-butyl (3-(methyl(8-nitroquinolin-5-yl)amino)propyl)carbamate CN(CCCNC(OC(C)(C)C)=O)C1=C2C=CC=NC2=C(C=C1)[N+](=O)[O-]